5-cyano-N-(1-(3,4-difluorophenyl)-2,2,2-trifluoroethyl)pyridine-3-sulfonamide C(#N)C=1C=C(C=NC1)S(=O)(=O)NC(C(F)(F)F)C1=CC(=C(C=C1)F)F